FC(C=1C=C(C=CC1)CC(=O)N)(F)F 2-[3-(trifluoromethyl)phenyl]acetamide